BrC=1C(=CN2N=CN=C(C21)O[C@@H](C(=O)OC)CC2=C(C=CC=C2)OCC2=NC(=NC=C2)C2=C(C=CC=C2)OC)C2=CC=C(C=C2)F methyl (R)-2-{[5-bromo-6-(4-fluorophenyl)pyrrolo[2,1-f][1,2,4]triazin-4-yl]oxy}-3-{2-[2-(2-methoxyphenyl)-pyrimidin-4-yl]methoxyphenyl}propanoate